ClC1=C(CC=2NC(=C(N2)C2=CC(=C(C=C2)Cl)Cl)C)C=CC=C1 2-(2-Chlorobenzyl)-4-(3,4-dichlorophenyl)-5-methylimidazole